C(C)(C)(C)OC(=C(OC(C)(C)C)OC(C)(C)C)[Sn] tris(tert-butoxy)vinyltin